C(CC)[Si](C)(O[Si](C)(C)C)O[Si](C)(C)C propylbis(trimethylsiloxy)-methylsilan